7-(8-chloro-7-fluoronaphthalen-1-yl)-2-(((2R,7aS)-2-fluorohexahydro-1H-pyrrolizin-7a-yl)methoxy)-N-methyl-N-((R)-pyrrolidin-3-yl)-5,6,7,8-tetrahydropyrido[3,4-d]pyrimidin-4-amine ClC=1C(=CC=C2C=CC=C(C12)N1CC=2N=C(N=C(C2CC1)N([C@H]1CNCC1)C)OC[C@]12CCCN2C[C@@H](C1)F)F